5-(tert-butyl)-N-(4-(2-(cyclopropanecarboxamido)-5-fluoropyridin-4-yl)-2-methylbenzyl)-1,2,4-oxadiazole-3-carboxamide C(C)(C)(C)C1=NC(=NO1)C(=O)NCC1=C(C=C(C=C1)C1=CC(=NC=C1F)NC(=O)C1CC1)C